N'-benzyl-N'-(pyrimidin-2-ylmethyl)oxamide C(C1=CC=CC=C1)N(C(C(N)=O)=O)CC1=NC=CC=N1